Methyl 5-((2-(4-aminobutanamido)ethyl)amino)benzo[c][2,6]naphthyridine-8-carboxylate NCCCC(=O)NCCNC1=NC2=C(C3=CN=CC=C13)C=CC(=C2)C(=O)OC